FC1=CC2=C(N=C(O2)C=2OC(=C(N2)N2C=CC=3C=CC=NC3C2=O)C2=CC=C(C=C2)C(F)(F)F)C=C1 7-{2-(6-fluoro-1,3-benzoxazol-2-yl)-5-[p-(trifluoromethyl)phenyl]-1,3-oxazol-4-yl}-1,7-diaza-8(7H)-naphthalenone